The molecule is a flavone C-glycoside that is flavone substituted by hydroxy groups at positions 5, 7 and 4', a beta-D-glucopyranosyl residue at position 6 and a 6-deoxy-alpha-L-mannopyranosyl residue at position 8. It has a role as a plant metabolite and an EC 3.1.1.7 (acetylcholinesterase) inhibitor. It is a flavone C-glycoside and a trihydroxyflavone. It derives from a flavone. C[C@H]1[C@@H]([C@H]([C@H]([C@@H](O1)C2=C3C(=C(C(=C2O)[C@H]4[C@@H]([C@H]([C@@H]([C@H](O4)CO)O)O)O)O)C(=O)C=C(O3)C5=CC=C(C=C5)O)O)O)O